[(1R,9R)-5-cyano-10,10-dimethyl-3-azatricyclo[7.1.1.02,7]undeca-2(7),3,5-trien-4-yl] trifluoromethanesulfonate FC(S(=O)(=O)OC1=NC=2[C@H]3C([C@@H](CC2C=C1C#N)C3)(C)C)(F)F